CC1=NN(C(=C1)C)C=1N=CC(=NC1)CN1C2=NC(=NC=C2NC1=O)C1=C(C=CC=C1)C(C)C 9-((5-(3,5-dimethyl-1H-pyrazol-1-yl)pyrazin-2-yl)methyl)-2-(2-isopropylphenyl)-7,9-dihydro-8H-purin-8-one